N-[2-Chloro-4-[5-(1,3-dihydropyrrolo[3,4-c]pyridine-2-carbonyl)-2-pyridyl]phenyl]-N-(cyclopropylmethyl)acetamide ClC1=C(C=CC(=C1)C1=NC=C(C=C1)C(=O)N1CC=2C=NC=CC2C1)N(C(C)=O)CC1CC1